2,7-bis(pyridin-4-yl)acridine N1=CC=C(C=C1)C1=CC2=CC3=CC(=CC=C3N=C2C=C1)C1=CC=NC=C1